C(C)(=O)OC(CCCC)OC(C)=O pentanediol diacetate